2,3,5-triethyl-6-methyl-4-isopropoxyphenol C(C)C1=C(C(=C(C(=C1CC)OC(C)C)CC)C)O